FC1=C(C=CC(=N1)NCC=1C=NC=CC1C(F)(F)F)CC1=CNC2=NC=C(C=C21)C [6-Fluoro-5-(5-methyl-1H-pyrrolo[2,3-b]pyridin-3-ylmethyl)-pyridin-2-yl]-(4-trifluoromethyl-pyridin-3-ylmethyl)-amine